ethyl (R)-6-benzyl-4-methyl-4,5,6,7-tetrahydroisoxazolo[5,4-c]pyridine-3-carboxylate C(C1=CC=CC=C1)N1CC2=C([C@H](C1)C)C(=NO2)C(=O)OCC